Ethyl 3-(benzyloxy)-1-(2-(tert-butoxy)-2-oxoethyl)-6-methyl-2-oxo-1,2-dihydropyridine-4-carboxylate C(C1=CC=CC=C1)OC=1C(N(C(=CC1C(=O)OCC)C)CC(=O)OC(C)(C)C)=O